C1(=CC=CC=C1)P(OC(CO)CO)(=O)C1=CC=CC=C1 1,3-dihydroxyprop-2-yl diphenylphosphinate